CC1(NC(CC(C1)NCCCCCCNC1CC(NC(C1)(C)C)(C)C)(C)C)C N,N'-bis-(2,2,6,6-tetramethyl-4-piperidyl)-1,6-hexanediamine